(S)-2-((R)-3-methylmorpholino)-7-(trifluoromethyl)-6,7-dihydropyrazolo[1,5-a]pyrazin-4(5H)-one C[C@@H]1COCCN1C1=NN2C(C(NC[C@H]2C(F)(F)F)=O)=C1